europium-iron-boron [B].[Fe].[Eu]